(S,E)-N-[2-(Isoxazolo[5,4-b]pyridine-3-yl)benzylidene]-2-methylpropane-2-sulfinamide O1N=C(C=2C1=NC=CC2)C2=C(\C=N\[S@@](=O)C(C)(C)C)C=CC=C2